2-(4-amino-1-piperidinyl)ethanol dihydrochloride Cl.Cl.NC1CCN(CC1)CCO